2-[2-(aminomethyl)-3,3-difluoro-allyl]-4-[6-(4-methylsulfonylphenyl)-2-pyridyl]-1,2,4-triazol-3-one NCC(CN1N=CN(C1=O)C1=NC(=CC=C1)C1=CC=C(C=C1)S(=O)(=O)C)=C(F)F